2-methyl-N-(1-(9-methyl-5-morpholino-2-(trifluoromethyl)imidazo[1,2-c]quinazolin-7-yl)ethylidene)propane-2-sulfinamide CC(C)(C)S(=O)N=C(C)C1=CC(=CC=2C=3N(C(=NC12)N1CCOCC1)C=C(N3)C(F)(F)F)C